ClC=1C=C(C=C2C=CC(=NC12)NC1=CC2=C(OC(O2)(F)F)C=C1)C1CC1 8-chloro-6-cyclopropyl-N-(2,2-difluorobenzo[d][1,3]dioxol-5-yl)quinolin-2-amine